C(C)(=O)N1[C@H](C[C@H](CC1)NC1=C2C=C(N(C2=CC=C1)CC(F)(F)F)C#CCNC1=C(C=C(C=C1)S(=O)(=O)N)OC)C 4-{[3-(4-{[(2S,4S)-1-acetyl-2-methylpiperidin-4-yl]amino}-1-(2,2,2-trifluoroethyl)-1H-indol-2-yl)prop-2-yn-1-yl]amino}-3-methoxybenzene-1-sulfonamide